OCCN1C(N(CC1)CCO)=O 1,3-bis-(2-hydroxyethyl)-imidazolidinone